(R)-N-(5-(methylsulfanyl)-1,3,4-thiadiazol-2-yl)-5-(2-phenylpiperidin-1-yl)-1,3,4-oxadiazole-2-carboxamide CSC1=NN=C(S1)NC(=O)C=1OC(=NN1)N1[C@H](CCCC1)C1=CC=CC=C1